(α-D-mannopyranosyloxy)-3'-methyl-[1,1'-biphenyl]-3-carboxylic acid [C@H]1([C@@H](O)[C@@H](O)[C@H](O)[C@H](O1)CO)OC1=C(C=CC=C1C(=O)O)C1=CC(=CC=C1)C